C1(=CC=CC=C1)CC(=O)N[C@@H](C(C)C)C(=O)N[C@@H](C)C(=O)O (2-phenylacetyl)-L-valyl-L-alanine